C(C(=O)[O-])(=O)OF.C(C(=O)[O-])(=O)OF difluoro dioxalate